2-(octane-3-yloxy)ethane-1-ol CCC(CCCCC)OCCO